N-methyl-5-(4-(4-(4-oxo-3,4-dihydroquinazolin-2-yl)-1H-pyrazol-1-yl)piperidin-1-yl)picolinamide CNC(C1=NC=C(C=C1)N1CCC(CC1)N1N=CC(=C1)C1=NC2=CC=CC=C2C(N1)=O)=O